styrenesulfonate sodium salt [Na+].C(=CC1=CC=CC=C1)S(=O)(=O)[O-]